N-(4-(chlorodifluoromethoxy)phenyl)-6-(4-((2-(2,6-dioxopiperidin-3-yl)benzyl)(methyl)amino)piperidin-1-yl)-5-(1H-pyrazol-3-yl)nicotinamide ClC(OC1=CC=C(C=C1)NC(C1=CN=C(C(=C1)C1=NNC=C1)N1CCC(CC1)N(C)CC1=C(C=CC=C1)C1C(NC(CC1)=O)=O)=O)(F)F